N-(1-(azetidin-1-ylmethyl)cyclopropyl)-1-(4-(trifluoromethyl)phenyl)cyclopropane-1-carboxamide N1(CCC1)CC1(CC1)NC(=O)C1(CC1)C1=CC=C(C=C1)C(F)(F)F